ClC=1N=NC(=C(C1CN(CCO)C)C)Cl 2-{[(3,6-dichloro-5-methylpyridazin-4-yl)methyl](methyl)amino}ethan-1-ol